5-iodoindolin-2-one formate C(=O)O.IC=1C=C2CC(NC2=CC1)=O